Cl.NCC(=O)C1=CC=C(C=C1)Br 2-amino-1-(4-bromophenyl)ethanone hydrochloride